5-(piperazin-1-yl)[1,2]thiazolo[2,3-c]pyrimidin-8-ium N1(CCNCC1)C=1C=C2[N+](=CN1)SC=C2